CC=1C(C2=CC=CC=C2C(C1CC1=CC=C(C=C1)C)=O)=O 2-methyl-3-(4-methylbenzyl)naphthalene-1,4-dione